OC(CCCCC)C1=C(N=C(N1C)C)/C=C/[C@@H]1[C@@H](OC(O1)(C)C)C\C=C/CCC(=O)OC Methyl (4Z)-6-[(4S,5R)-5-{(E)-2-[5-(1-hydroxyhexyl)-1,2-dimethyl-1H-imidazol-4-yl]ethenyl}-2,2-dimethyl-1,3-dioxolan-4-yl]hex-4-enoate